2-(3,4-dimethoxyphenyl)-1-methyl-6-(4-(piperazin-1-yl)phenyl)-1H-pyrrolo[3,2-b]pyridine COC=1C=C(C=CC1OC)C1=CC2=NC=C(C=C2N1C)C1=CC=C(C=C1)N1CCNCC1